tert-butyl (4aR,8aS)-4-(4-nitrophenyl)sulfonyl-3,4a,5,7,8,8a-hexahydro-2H-pyrido[4,3-b][1,4]oxazine-6-carboxylate [N+](=O)([O-])C1=CC=C(C=C1)S(=O)(=O)N1[C@H]2[C@@H](OCC1)CCN(C2)C(=O)OC(C)(C)C